2-amino-N-(6-((4-(5-(7-fluoroquinolin-4-yl)-1-methyl-1H-imidazol-4-yl)-3,5-dimethylbenzyl)amino)hexyl)-3-(1H-imidazol-4-yl)propanamide NC(C(=O)NCCCCCCNCC1=CC(=C(C(=C1)C)C=1N=CN(C1C1=CC=NC2=CC(=CC=C12)F)C)C)CC=1N=CNC1